FC=1C(=NC=CC1)CN1C(N([C@H](C2=CC=C(C=C12)C(=O)NCC1=C(C=C(C=C1F)F)F)C)C)=O (S)-1-((3-fluoropyridin-2-yl)methyl)-3,4-dimethyl-2-oxo-N-(2,4,6-trifluorobenzyl)-1,2,3,4-tetrahydro-quinazoline-7-carboxamide